7-(4,7-diazaspiro[2.5]octane-7-yl)-2-(2,8-dimethylimidazo[1,2-b]pyridazine-6-yl)pyrido[1,2-a]pyrimidine-4-one C1CC12NCCN(C2)C=2C=CC=1N(C(C=C(N1)C=1C=C(C=3N(N1)C=C(N3)C)C)=O)C2